2-((3-(2-((3-((carboxy(pyrrolidin-3-yl)methyl)amino)benzyl)(2-(3-((carboxy(pyrrolidin-3-yl)methyl)amino)phenoxy)ethyl)amino)-2-oxoethyl)phenyl)amino)-2-(pyrrolidin-3-yl)acetic acid C(=O)(O)C(C1CNCC1)NC=1C=C(CN(C(CC=2C=C(C=CC2)NC(C(=O)O)C2CNCC2)=O)CCOC2=CC(=CC=C2)NC(C2CNCC2)C(=O)O)C=CC1